2-butenedioate C(C=CC(=O)[O-])(=O)[O-]